1-(3-((2-oxo-2H-chromen-7-yl)oxy)propyl)quinoxalin-2(1H)-one O=C1OC2=CC(=CC=C2C=C1)OCCCN1C(C=NC2=CC=CC=C12)=O